(Z)-2-cyano-N-(1-(4-(3-(4-(5-fluoro-4-(5-fluoro-2-methoxyphenyl)-1H-pyrrolo[2,3-b]pyridin-2-yl)piperidin-1-yl)propyl)phenyl)butyl)-N-methyl-3-(thiophen-2-yl)acrylamide C(#N)/C(/C(=O)N(C)C(CCC)C1=CC=C(C=C1)CCCN1CCC(CC1)C1=CC=2C(=NC=C(C2C2=C(C=CC(=C2)F)OC)F)N1)=C/C=1SC=CC1